2,3-difluoro-5-((4-oxo-3,4-dihydro-phthalazin-1-yl)methyl)benzoic acid FC1=C(C(=O)O)C=C(C=C1F)CC1=NNC(C2=CC=CC=C12)=O